2-methylsulfanyl-benzonitrile CSC1=C(C#N)C=CC=C1